C(C)(C)(C)C1=CC=C(C=C1)C/C=C/C=O (E)-4-(4-(t-butyl)phenyl)but-2-enal